FC(C1=CC=C(C=N1)N1N=CC(=C1)C(=O)O)(F)F 1-[6-(trifluoromethyl)pyridin-3-yl]-1H-pyrazole-4-carboxylic acid